C(C)(C)(C)OC(=O)N(CC1CCC1)CC=1N(C2=CC(=CC=C2C1)CO)C(=O)OC(C)(C)C tert-butyl 2-[[tert-butoxycarbonyl(cyclobutylmethyl)amino]methyl]-6-(hydroxymethyl)indole-1-carboxylate